2-(4-(4-(((5-chloropyridin-3-yl)methyl)amino)-6-(3,5-dimethyl-isoxazol-4-yl)quinazolin-2-yl)-1H-pyrazol-1-yl)-2-methylpropan-1-ol ClC=1C=C(C=NC1)CNC1=NC(=NC2=CC=C(C=C12)C=1C(=NOC1C)C)C=1C=NN(C1)C(CO)(C)C